2-amino-3,5-difluorobenzoic acid NC1=C(C(=O)O)C=C(C=C1F)F